OC1=C(C=NC=2C=C(C=NC2)C)C=CC=C1OC 5-((2-hydroxy-3-methoxybenzylidene)amino)-3-methylpyridine